(R)-N-(5-(3-((5-cyano-4-methoxypyrimidin-2-yl)amino)pyrrolidin-1-yl)-[1,2,4]triazolo[1,5-a]pyridin-2-yl)acrylamide C(#N)C=1C(=NC(=NC1)N[C@H]1CN(CC1)C1=CC=CC=2N1N=C(N2)NC(C=C)=O)OC